tert-butyl 3-(7-bromo-2-chloro-8-methyl-quinazolin-4-yl)-3,8-diazabicyclo[3.2.1]octane-8-carboxylate BrC1=CC=C2C(=NC(=NC2=C1C)Cl)N1CC2CCC(C1)N2C(=O)OC(C)(C)C